isobutyl-thiourethane C(C(C)C)NC(=S)OCC